COC1=NC2=CC3=C(C=C2C=C1C)OCC[C@H]1N(C3)CCN(C1)C(=O)OC(C)(C)C tert-butyl (R)-11-methoxy-10-methyl-1,2,4,4a,5,6-hexahydro-3H,14H-pyrazino[1',2':5,6][1,5]oxazocino[2,3-g]quinoline-3-carboxylate